C1(=CC=CC=C1)C1=NC(=NC(=C1)C1=CC=CC=C1)NN=CC=1C=C(C(=CC1)O)O 4-((2-(4,6-diphenylpyrimidin-2-yl)hydrazono)methyl)benzene-1,2-diol